FC(C(=O)O)(F)F.CC1=NN2C(C=C(C=C2)C=2C=CC(=C(C2)O)C=2N=NC(=CC2)C2CN(C2)C2CCOCC2)=C1 5-(2-methylpyrazolo[1,5-a]pyridin-5-yl)-2-(6-(1-(tetrahydro-2H-pyran-4-yl)azetidin-3-yl)pyridazin-3-yl)phenol 2,2,2-trifluoroacetate